4,4'-methylenebis-(2,6-di-tert-butylphenol) C(C1=CC(=C(C(=C1)C(C)(C)C)O)C(C)(C)C)C1=CC(=C(C(=C1)C(C)(C)C)O)C(C)(C)C